Cl.ClC=1C=C(C=CC1C)NC1N(C(=NC(=N1)N)N1CCCC1)C1=CC(=CC=C1)OC N-(3-Chloro-4-methylphenyl)-N1-(3-methoxyphenyl)-6-pyrrolidin-1-yl-[1,3,5]triazine-2,4-diamine hydrochloride